Pentamethylendisulfid C1CCCCSS1